N-(m-tolyl)pyrimido[1',6':1,5]pyrazolo[4,3-c][1,7]naphthyridin-6-amine C1(=CC(=CC=C1)NC1=NC2=CN=CC=C2C=2C1=C1N(N2)C=NC=C1)C